cis-tert-butyl (3-methylpiperidin-4-yl)carbamate C[C@@H]1CNCC[C@@H]1NC(OC(C)(C)C)=O